NC1=C(C=C(C(=C1)OC)Cl)C(C)=O 1-(2-amino-5-chloro-4-methoxy-phenyl)ethanone